7-oxo-heptanamide O=CCCCCCC(=O)N